Tert-butyl 4-(3-cyclopropylmethyl-1H-indol-5-yl)-5,6-dihydropyridine-1(2H)-carboxylate C1(CC1)CC1=CNC2=CC=C(C=C12)C1=CCN(CC1)C(=O)OC(C)(C)C